ClC=1C=NN(C(C1Cl)=O)CC(=O)NC1=CC(=C(C=C1)C)S(NCCOCCOC)(=O)=O 2-(4,5-dichloro-6-oxopyridazin-1(6H)-yl)-N-(3-(N-(2-(2-methoxyethoxy)ethyl)sulfamoyl)-4-methylphenyl)acetamide